FC1=C(C(=CC=C1)F)C(C(=O)NCC=1C=C2CN(C(C2=CC1)=O)C1C(NC(CC1)=O)=O)(F)F 2-(2,6-difluorophenyl)-N-((2-(2,6-dioxopiperidin-3-yl)-1-oxoisoindolin-5-yl)methyl)-2,2-difluoroacetamide